3-cyano-3-((trimethylsilyl)oxy)-8-azabicyclo[3.2.1]octane-8-carboxylic acid tert-butyl ester C(C)(C)(C)OC(=O)N1C2CC(CC1CC2)(O[Si](C)(C)C)C#N